BrC1=CC=C2C(CN(CC2=C1)C(=O)OC(C)(C)C)C tert-butyl 7-bromo-4-methyl-3,4-dihydroisoquinoline-2(1H)-carboxylate